ClC=1C=C(C=CC1)C1=CNC=2N=CN=C(C21)NCC(CN)C N1-(5-(3-chlorophenyl)-7H-pyrrolo[2,3-d]pyrimidin-4-yl)-2-methylpropane-1,3-diamine